O1[C@H](COCC1)CN1N=C2C3=C(CC(C2=C1)C)OC(=C3C(F)(F)F)C(=O)NCC3=NC=C(N=C3)C 2-{[(2S)-1,4-dioxan-2-yl]methyl}-4-methyl-N-[(5-methylpyrazin-2-yl)methyl]-8-(trifluoromethyl)-4,5-dihydro-2H-furo[2,3-g]indazole-7-carboxamide